ClC1=C(C=C(N=N1)C=1C(NC(NC1)=O)=O)[C@H]1[C@@H](C1)CC(F)(F)F 5-(6-chloro-5-((1R,2S)-2-(2,2,2-trifluoroethyl)cyclopropyl)pyridazin-3-yl)pyrimidine-2,4(1H,3H)-dione